C(C1=CC=CC=C1)OC=1C=C(C=C(C1)NCCOC)C1=CC=2C(=NC=CC2C=2C=C3C(=NNC3=CC2)N)N1 5-(2-(3-(Benzyloxy)-5-((2-methoxyethyl)amino)phenyl)-1H-pyrrolo[2,3-b]pyridin-4-yl)-1H-indazol-3-amine